ClC1=NN2C(C(=N1)N[C@@H]1COCC1)=NC=C2[C@H]2[C@@H]([C@@H]([C@H](O2)COP(=O)(O)CP(O)(O)=O)O)O [({[(2R,3S,4R,5S)-5-{2-chloro-4-[(3S)-oxolan-3-ylamino]imidazo[2,1-f][1,2,4]triazin-7-yl}-3,4-dihydroxyoxolan-2-yl]methoxy}(hydroxy)phosphoryl)methyl]phosphonic acid